C(C1=CC=CC=C1)NC(=O)C12C(C3C(C=N1)C(CN3CC(C)C)C2)CCC(C)C N-benzyl-1-isobutyl-7-isopentyl-1,2,3,3a,7,7a-hexahydro-6H-3,6-methanopyrrolo[3,2-c]pyridine-6-carboxamide